tert-butyl(1-(benzo[d][1,3]dioxol-5-yl)propan-2-yl)carbamate C(C)(C)(C)OC(NC(CC1=CC2=C(OCO2)C=C1)C)=O